N-nonanoyl-N-methylglucamine C(CCCCCCCC)(=O)N(C[C@H](O)[C@@H](O)[C@H](O)[C@H](O)CO)C